(5-(2-(3,4-Dichlorophenoxy)acetylamino)bicyclo[3.1.1]heptan-1-yl)carbamic acid benzyl ester C(C1=CC=CC=C1)OC(NC12CCCC(C1)(C2)NC(COC2=CC(=C(C=C2)Cl)Cl)=O)=O